C(C)(C)(C)C1=CC(=NN1)NC(C(C)C=1C=C(C=CC1)C1=CC=CC=C1)=O 3'-(1-((5-(tert-butyl)-1H-pyrazol-3-yl)amino)-1-oxopropan-2-yl)-[1,1'-biphenyl]